N-methyl-triazolidinium C[NH+]1NNCC1